C(C)(C)(C)OC(=O)N1CC(C1)C(=O)OC(C)(C)C azetidine-1,3-dicarboxylic acid di-tert-butyl ester